1-(azidomethyl)-4-methoxy-benzene N(=[N+]=[N-])CC1=CC=C(C=C1)OC